[(2R)-2-benzyloxypropyl] 4-methylbenzenesulfonate CC1=CC=C(C=C1)S(=O)(=O)OC[C@@H](C)OCC1=CC=CC=C1